methyl 4-aminobiphenyl-4-carboxylate NC1(CC=C(C=C1)C1=CC=CC=C1)C(=O)OC